FC1=C(C=CC(=C1)OC1=CC(=NC=C1)C1=CC(=CC=C1)F)NC=1C2=C(N=CN1)NC=C2C2CCN(CC2)C(C=C)=O 1-(4-(4-((2-fluoro-4-((2-(3-fluorophenyl)pyridin-4-yl)oxy)phenyl)amino)-7H-pyrrolo[2,3-d]pyrimidin-5-yl)piperidin-1-yl)prop-2-en-1-one